O=C1C=C(N=C2N1C=CC=C2)C(=O)NCC=2N=C1N(C=C(C=C1)CNCC1COCC1)C2 4-oxo-N-{[6-({[(oxolan-3-yl)methyl]amino}methyl)imidazo[1,2-a]pyridin-2-yl]methyl}-4H-pyrido[1,2-a]pyrimidine-2-carboxamide